ClC1=CC(=C2C[C@@H]([C@H](C2=C1)OC1=C(C=CC=C1)C)N1C[C@@H](CCC1)N(C)C)C 4-[[(1S,2S)-6-chloro-2-[(3R)-3-(dimethylamino)piperidin-1-yl]-4-methyl-2,3-dihydro-1H-inden-1-yl]oxy]-3-methylbenzene